N-(2-aminoethyl)-5-(2-ethoxypyridin-3-yl)-2-[(2R)-2-ethyl-4-[4-fluoro-2-(piperidin-4-yl)benzoyl]piperazin-1-yl]benzamide NCCNC(C1=C(C=CC(=C1)C=1C(=NC=CC1)OCC)N1[C@@H](CN(CC1)C(C1=C(C=C(C=C1)F)C1CCNCC1)=O)CC)=O